(S)-1-(4-cyanopyridin-2-yl)-N-((R)-1-((3,3-difluorocyclobutyl)carbamoyl)-2,3-dihydro-1H-inden-1-yl)-5-oxo-N-phenylpyrrole-2-carboxamide C(#N)C1=CC(=NC=C1)N1[C@@H](C=CC1=O)C(=O)N(C1=CC=CC=C1)[C@@]1(CCC2=CC=CC=C12)C(NC1CC(C1)(F)F)=O